COC(=O)C1=NC(=C(C=C1)C(=O)OC)C(C(C)C)=O 6-Isobutyryl-pyridine-2,5-dicarboxylic acid dimethyl ester